O=C1NC(CCC1N1C(C2=CC=C(C=C2C1)C(=O)N[C@@H](C(F)(F)F)C1=C(C=C(C=C1)F)C(F)(F)F)=O)=O 2-(2,6-dioxopiperidin-3-yl)-1-oxo-N-((R)-2,2,2-trifluoro-1-(4-fluoro-2-(trifluoromethyl)phenyl)ethyl)isoindoline-5-carboxamide